2-[(2-propoxyphenoxy)methyl] ethylene oxide C(CC)OC1=C(OCC2CO2)C=CC=C1